OC(CN(CCCC(=O)N[C@@H](CC1=CC=C(C=C1)O)C(=O)OCCCN(CC(CCCCCCCCCC)O)CC(CCCCCCCCCC)O)CC(CCCCCCCCCC)O)CCCCCCCCCC 3-(bis(2-hydroxydodecyl)amino)propyl (4-(bis(2-hydroxydodecyl)amino)butanoyl)-L-tyrosinate